2-[(2R,5S)-5-Methyl-2-[2-(1-methyl-4-piperidyl)-1,3-benzothiazol-5-yl]-1-piperidyl]-2-oxo-N-[3-(2-trimethylsilylethoxymethyl)imidazo[4,5-b]pyridin-6-yl]acetamide C[C@H]1CC[C@@H](N(C1)C(C(=O)NC=1C=C2C(=NC1)N(C=N2)COCC[Si](C)(C)C)=O)C=2C=CC1=C(N=C(S1)C1CCN(CC1)C)C2